C(C)C1=NN2C(CC[C@@H]([C@@H]2COC2CCC(CC2)C2=CC=CC=C2)NS(=O)(=O)C)=C1 |r| rac-N-[(6S,7R)-2-ethyl-7-({[(1s,4S)-4-phenylcyclohexyl]oxy}methyl)-4,5,6,7-tetrahydropyrazolo[1,5-a]pyridin-6-yl]methanesulfonamide